CON(C([C@H](CC1=CC=NC=C1)NC(OC(C)(C)C)=O)=O)C tert-butyl (S)-(1-(methoxy(methyl)amino)-1-oxo-3-(pyridin-4-yl)propan-2-yl)carbamate